(oxacyclopentan-2-yl)methylamine O1C(CCC1)CN